(2R)-N-(3,5-difluoro-4-(trimethylsilyl)phenyl)-2-(4-(methoxymethyl)phenyl)-2-(((6-oxopyrimidin-1(6H)-yl)acetyl)amino)acetamide FC=1C=C(C=C(C1[Si](C)(C)C)F)NC([C@H](NC(CN1C=NC=CC1=O)=O)C1=CC=C(C=C1)COC)=O